C(CCC\C=C/CCC)#N (Z)-5-Nonenenitrile